N-(1-(tert-butylsulfonyl)-4-methylindolin-6-yl)-4-((2-hydroxyethyl)sulfonamido)-2-(6-azaspiro[2.5]octan-6-yl)benzamide C(C)(C)(C)S(=O)(=O)N1CCC2=C(C=C(C=C12)NC(C1=C(C=C(C=C1)NS(=O)(=O)CCO)N1CCC2(CC2)CC1)=O)C